ClC1=CC=C(C=C1)C1=NN(C(C1)C1=NC2=CC=CC=C2N=C1)C(CCC(=O)O)=O 4-(3-(4-Chlorophenyl)-5-(quinoxalin-2-yl)-4,5-dihydro-1H-pyrazol-1-yl)-4-oxobutanoic acid